4-Bromo-1-(2-fluorophenyl)-5-(5-fluoropyrimidin-2-yl)-1H-pyrazol-3-ol BrC=1C(=NN(C1C1=NC=C(C=N1)F)C1=C(C=CC=C1)F)O